C(C=C)C=CC1=CC=CC=C1.[Na] Sodium Allyl-Styrene